4-[(3S,4R,5S)-3-acetamido-4,5-diacetoxy-1-piperidyl]-4-oxo-butanoic acid C(C)(=O)N[C@H]1CN(C[C@@H]([C@@H]1OC(C)=O)OC(C)=O)C(CCC(=O)O)=O